1-methyl-2-((E)-{(1E)-1-[(2E)-(1-methylpyridin-2(1H)-ylidene)hydrazono]ethyl}diazenyl)pyridinium chloride [Cl-].C[N+]1=C(C=CC=C1)\N=N\C(\C)=N\N=C/1\N(C=CC=C1)C